O1NOC2=C1C=CC(=C2)CSC=2OC1=C(N2)C=CC(=C1)Cl 2-((benzo[d][1,3]dioxazol-5-ylmethyl)thio)-6-chlorobenzo[d]oxazole